tert-Butyl ((3-benzyl-5-(trifluoromethyl)-3-azabicyclo[3.1.0]hex-1-yl)methyl)carbamate C(C1=CC=CC=C1)N1CC2(CC2(C1)C(F)(F)F)CNC(OC(C)(C)C)=O